5-(2-Fluoropyridin-3-yl)-N-(1-methyl-1H-pyrazolo[3,4-b]pyridin-4-yl)-1H-indole-3-carboxamide FC1=NC=CC=C1C=1C=C2C(=CNC2=CC1)C(=O)NC1=C2C(=NC=C1)N(N=C2)C